O1CCN(CC1)C1=C(C#N)C=CC=C1 2-morpholino-benzonitrile